NC=1C(=CC(=C2CCN(CC12)C(=O)OC(C)(C)C)Br)Cl tert-butyl 8-amino-5-bromo-7-chloro-3,4-dihydroisoquinoline-2(1H)-carboxylate